N1=C(C=CC=2CCCNC12)CCCOCCCCC(=O)O 5-(3-(5,6,7,8-tetrahydro-1,8-naphthyridin-2-yl)propoxy)pentanoic acid